COC=1C=C(C=CC1)C=1NC=2N(C(C1)=O)N=C(C2C)C2=CC=CC=C2 5-(3-methoxyphenyl)-3-methyl-2-phenylpyrazolo[1,5-a]pyrimidin-7(4H)-one